(+-)-3-[4-(bromomethyl)-2-chloro-phenyl]-1,4-oxazepan-4-carboxylic acid tert-butyl ester C(C)(C)(C)OC(=O)N1[C@@H](COCCC1)C1=C(C=C(C=C1)CBr)Cl |r|